C(C)(CC)C1C(NC2=C(CN1C(CCO)=O)C=CC=C2)=O 3-(sec-butyl)-4-(3-hydroxypropionyl)-1,3,4,5-tetrahydro-2H-benzo[1,4]diazepin-2-one